C1(CCC1)C(C(=O)OCC(COC(C(CCCCCCCC)C1CCC1)=O)N1CCC2(CC1)CCN(CC2)CCCCO[Si](C)(C)C(C)(C)C)CCCCCCCC 2-(9-(4-((tert-butyldimethylsilyl)oxy)butyl)-3,9-diazaspiro[5.5]-undecan-3-yl)propane-1,3-diyl bis(2-cyclobutyldecanoate)